BrC1=C(C=CC=C1)C(F)(F)F 1-Bromo-2-(trifluoromethyl)-benzene